(Z)-2-(6-Bromo-2-methyl-1-(3-phenoxybenzylidene)-1H-inden-3-yl)acetic acid BrC1=CC=C2C(=C(/C(/C2=C1)=C/C1=CC(=CC=C1)OC1=CC=CC=C1)C)CC(=O)O